NC=1C(=NC(=CN1)C1=C(C=CC(=C1)[C@@](C(F)(F)F)(CO)O)C([2H])([2H])[2H])C(=O)N[C@@H](CO)C 3-amino-N-((R)-1-hydroxypropan-2-yl)-6-(2-(methyl-d3)-5-((S)-1,1,1-trifluoro-2,3-dihydroxypropan-2-yl)phenyl)pyrazine-2-carboxamide